(S)-1-(4-((5-(2-(2-aminopyridin-3-yl)-5-(1H-pyrazol-1-yl)-3H-imidazo[4,5-b]pyridin-3-yl)-2,3-dihydro-1H-inden-1-yl)(methyl)amino)piperidin-1-yl)prop-2-en-1-one NC1=NC=CC=C1C1=NC=2C(=NC(=CC2)N2N=CC=C2)N1C=1C=C2CC[C@@H](C2=CC1)N(C1CCN(CC1)C(C=C)=O)C